ClC=1C=CC(=C2C=NN(C(C12)=O)C)CC1CC2(CN(C2)C[C@H](CC=2C=NNC(C2C)=O)C)C1 8-chloro-2-methyl-5-[[2-[(2S)-2-methyl-3-(5-methyl-6-oxo-1H-pyridazin-4-yl)propyl]-2-azaspiro[3.3]heptan-6-yl]methyl]phthalazin-1-one